2-chloro-N-(1-cyanocyclopropyl)-5-[2'-methyl-5'-(pentafluoroethyl)-4'-(trifluoromethyl)-2'H-[1,3'-bipyrazole]-4-yl]benzamide ClC1=C(C(=O)NC2(CC2)C#N)C=C(C=C1)C=1C=NN(C1)C=1N(N=C(C1C(F)(F)F)C(C(F)(F)F)(F)F)C